C(=O)O.FC1(CN(CC1)C1=NC=NC(=C1NC(=O)C=1C=NC(=NC1)C(C)C)C1=CC=CC=C1)F N-(4-(3,3-difluoropyrrolidin-1-yl)-6-phenylpyrimidin-5-yl)-2-isopropylpyrimidine-5-carboxamide formate salt